Cl.BrC=1C(C=2C(N(C(N2)C2CCNCC2)C(C)C)=CC1Br)(N)[N+](=O)[O-] 5,6-dibromo-4-nitro-2-(piperidin-4-yl)-1-(propan-2-yl)-1H-1,3-benzodiazole-4-amine hydrochloride